OC1CCC(CC1)NC(=O)C1=CC(=NN1[C@@H](CC)C1=CC=CC=C1)C(=O)NC N5-((1r,4S)-4-Hydroxycyclohexyl)-N3-methyl-1-((S)-1-phenylpropyl)-1H-pyrazole-3,5-dicarboxamide